[4-(1-tert-butyl-1,2,4-triazol-3-yl)-3-methoxy-phenyl]-[4-(5-methyloxazolo[4,5-b]pyridin-2-yl)piperazin-1-yl]methanone C(C)(C)(C)N1N=C(N=C1)C1=C(C=C(C=C1)C(=O)N1CCN(CC1)C=1OC=2C(=NC(=CC2)C)N1)OC